C1(=CC=CC=C1)N(C1=CC=CC(=C1C(=O)NC=1C=CC=C2C=CC=NC12)C)C1=CC=CC(=C1C(=O)NC=1C=CC=C2C=CC=NC12)C 6,6'-(phenylazanediyl)bis(2-methyl-N-(quinolin-8-yl)benzamide)